2,5-dichloro-4-(5-(cyclopropylmethyl)-1-methyl-1H-pyrazol-4-yl)pyridine ClC1=NC=C(C(=C1)C=1C=NN(C1CC1CC1)C)Cl